FC=1C(=NC(=NC1)O)C1=CCC(CC1)CC1=NC2=C(N1C[C@H]1OCC1)C=C(C=C2)C(=O)OC Methyl 2-((4-(5-fluoro-2-hydroxypyrimidin-4-yl)cyclohex-3-en-1-yl)methyl)-1-(((S)-oxetan-2-yl)methyl)-1H-benzo[d]imidazole-6-carboxylate